C(=O)(O)CCC(CCC(=O)O)(CCC(=O)O)NC(CCOCCN1C(C=CC1=O)=O)=O 4-(2-Carboxyethyl)-4-(3-(2-(2,5-dioxo-2,5-dihydro-1H-pyrrol-1-yl)ethoxy)propionylamino)pimelic acid